C1=CC=CC=2C3=CC=CC=C3N(C12)C1(CC=C(C=C1)C1=CC=CC=C1)N1C2=CC=CC=C2C=2C=CC=CC12 4,4-Di(9H-carbazol-9-yl)-1,1-biphenyl